6-fluoro-N-((3R,4S)-3-fluoro-1-methylpiperidin-4-yl)-4-methoxy-5-(1-(2,2,2-trifluoroethyl)-1H-benzo[d][1,2,3]triazol-6-yl)pyrrolo[2,1-f][1,2,4]triazin-2-amine FC=1C(=C2C(=NC(=NN2C1)N[C@@H]1[C@@H](CN(CC1)C)F)OC)C=1C=CC2=C(N(N=N2)CC(F)(F)F)C1